C(C)(C)(C)O[C@H](C)[C@H](NC(OCC1=CC=CC=C1)=O)C(N[C@H](C(N[C@H](C(=O)OC)C[C@H]1C(NCC1)=O)=O)CC1CCCCC1)=O Methyl (5S,8S,11S)-5-((R)-1-(tert-butoxy)ethyl)-8-(cyclohexylmethyl)-3,6,9-trioxo-11-(((S)-2-oxopyrrolidin-3-yl)methyl)-1-phenyl-2-oxa-4,7,10-triazadodecan-12-oate